C(C)(C)(C)C1=CC=C(C=C1)NC1=CC(=CC=C1)Cl N-(4-tert-butylphenyl)-3-chloroaniline